(6R,7S,9aR,11aR)-6-Hydroxy-1-[(2R)-6-methoxy-6-oxohexan-2-yl]-9a,11a-dimethyl-2,3,3a,3b,4,6,7,8,9,9a,9b,10,11,11a-tetradecahydro-1H-cyclopenta[1,2-i]phenanthren-7-yl acetate C(C)(=O)O[C@@H]1[C@@H](C2=CCC3C4[C@](CCC3[C@]2(CC1)C)(C(CC4)[C@H](C)CCCC(=O)OC)C)O